S(CCCO)CCCO.[Na] sodium thiodipropyl alcohol